COC(=O)C1=CNC=CC1 1,4-dihydropyridine-3-carboxylic acid methyl ester